C(#N)C1=CC(=C(C=C1)COC=1C=NN(C1)C1CCN(CC1)CC1=NC2=C(N1CC1=CN=CN1CC)C=C(C=C2)C(=O)OC)F methyl 2-[(4-{4-[(4-cyano-2-fluorophenyl)methoxy]-1H-pyrazol-1-yl}piperidin-1-yl)methyl]-1-[(1-ethyl-1H-imidazol-5-yl)methyl]-1H-benzimidazole-6-carboxylate